(Z)-2-(2,6-Dioxopiperidin-3-yl)-5-(((1-(2-(4-(1-(4-hydroxyphenyl)-2-phenylbut-1-en-1-yl)phenoxy)ethyl)piperidin-4-yl)methyl)amino)isoindolin-1,3-dion O=C1NC(CCC1N1C(C2=CC=C(C=C2C1=O)NCC1CCN(CC1)CCOC1=CC=C(C=C1)\C(=C(\CC)/C1=CC=CC=C1)\C1=CC=C(C=C1)O)=O)=O